N(=[N+]=[N-])C[C@H]1N(C[C@@H](C1)O[Si](C)(C)C(C)(C)C)C(=O)OC(C)(C)C tert-butyl (2S,4R)-2-(azidomethyl)-4-((tert-butyldimethylsilyl)oxy)pyrrolidine-1-carboxylate